4-(2-((2-chloro-4-cyanobenzofuran-7-yl)methoxy)-3-fluorophenyl)piperidine ClC=1OC2=C(C1)C(=CC=C2COC2=C(C=CC=C2F)C2CCNCC2)C#N